4-((4-(((adamantan-1-yl)amino)methyl)benzyl)amino)-2-(2,6-dioxopiperidin-3-yl)isoindoline-1,3-dione C12(CC3CC(CC(C1)C3)C2)NCC2=CC=C(CNC3=C1C(N(C(C1=CC=C3)=O)C3C(NC(CC3)=O)=O)=O)C=C2